8-methyl-decyl-tetrahydropyran CC(CCCCCCCC1OCCCC1)CC